FC(C1=CC=C(C=C1)S(=O)(=O)Cl)(F)F 4-trifluoromethylbenzenesulfonylchloride